2-[6-[(2S,6S)-2-(hydroxymethyl)-6-methyl-morpholin-4-yl]pyridazin-3-yl]-3-methyl-5-(trifluoromethyl)phenol OC[C@@H]1CN(C[C@@H](O1)C)C1=CC=C(N=N1)C1=C(C=C(C=C1C)C(F)(F)F)O